acryloxypropyl-tris(methoxyethoxy)silane C(C=C)(=O)OCCC[Si](OCCOC)(OCCOC)OCCOC